bis-(2-butyloctyl) 10-(N-(3-(dimethylamino)propyl)nonanamido)-nonadecanedioate CN(CCCN(C(CCCCCCCC)=O)C(CCCCCCCCC(=O)OCC(CCCCCC)CCCC)CCCCCCCCC(=O)OCC(CCCCCC)CCCC)C